2-[4-Methyl-2-(methylamino)-7-oxo-6H,7H-thieno[2,3-d]pyridazin-6-yl]-N-(1,3-oxazol-2-yl)acetamide CC=1C2=C(C(N(N1)CC(=O)NC=1OC=CN1)=O)SC(=C2)NC